C1(CC1)C=1NC(=NN1)C1CC2(CN(C2)C(=O)N2CC(C2)C2=NC=C(C=C2)C2(CC2)C(F)(F)F)C1 [6-(5-cyclopropyl-4H-1,2,4-triazol-3-yl)-2-azaspiro[3.3]heptan-2-yl]-[3-[5-[1-(trifluoromethyl)cyclopropyl]-2-pyridyl]azetidin-1-yl]methanone